3-chloro-N-(4-(trifluoromethyl)pyridin-2-yl)-benzamid ClC=1C=C(C(=O)NC2=NC=CC(=C2)C(F)(F)F)C=CC1